FC=1C(=NC=C(C1)F)CNC(=O)C=1N=C(SC1)N1CCC(CC1)N1C[C@@H](CCC1)C N-[(3,5-difluoropyridin-2-yl)methyl]-2-[(3R)-3-methyl-[1,4'-bipiperidin]-1'-yl]-1,3-thiazole-4-carboxamide